The molecule is a 18-membered cyclodepsipeptide isolated from the culture broth of Flexibacter. It exhibits potent inhibitory activity against human leukocyte elastase (EC 6.5.1.1.). It has a role as a metabolite, an antimicrobial agent and an EC 3.4.21.37 (leukocyte elastase) inhibitor. It is a cyclodepsipeptide and a macrocycle. C[C@@H]1[C@@H](C(=O)N[C@H](C(=O)C(=O)C(=O)N[C@H](C(=O)N[C@H](C(=O)N[C@@H](C(=O)O1)C)CC(=O)N)CC(C)C)CC(C)C)NC(=O)[C@H]([C@@H](C)O)NC(=O)[C@H](CC2=CC=CC=C2)NC(=O)CC(C)C